4-(1-naphthyl)butyl methacrylate C(C(=C)C)(=O)OCCCCC1=CC=CC2=CC=CC=C12